C1(=CC=CC=C1)C1(CC=CC(=C1)C1=CC=CC=C1)C=O 1,5-diphenyl-benzene-formaldehyde